FC(C)(F)C1=CC=CC(=N1)N1N=C(C=2C=NC(=CC21)NC(C)=O)C(C)OC N-(1-(6-(1,1-difluoroethyl)pyridin-2-yl)-3-(1-methoxyethyl)-1H-pyrazolo[4,3-c]pyridin-6-yl)acetamide